BrC=1C(=CN2C1C(N(C1(CCC1)C2)CC2=CC=C(C=C2)OC)=O)I 8-bromo-7-iodo-2-[(4-methoxyphenyl)methyl]spiro[4H-pyrrolo[1,2-a]pyrazine-3,1'-cyclobutane]-1-one